(cyclohexylmethyl)-5-(4-fluorophenyl)-1H-pyrazole C1(CCCCC1)CN1N=CC=C1C1=CC=C(C=C1)F